C1(CC1)S(=O)(=O)C12CC(C1)(C2)NC(CC=2N=CC1=CC=C(C=C1C2)C2=NC(=CC=C2)N2C[C@@H](O[C@@H](C2)C)C)=O N-(3-(cyclopropylsulfonyl)bicyclo[1.1.1]pentan-1-yl)-2-(6-(6-((cis)-2,6-dimethylmorpholino)pyridin-2-yl)isoquinolin-3-yl)acetamide